2-[2-(1-piperidinyl)propoxy]propyl-N-(2-aminoethyl)-amine N1(CCCCC1)C(COC(CNCCN)C)C